6-[3,5-dichloro-4-(3-hydroxypropoxy)phenyl]-5-methyl-4,5-dihydro-2H-pyridazin-3-one ClC=1C=C(C=C(C1OCCCO)Cl)C=1C(CC(NN1)=O)C